4-((4-(6-(2-(benzylamino)-2-oxoethyl)pyridin-3-yl)phenoxy)methyl)-3-fluoro-N-hydroxybenzoamide C(C1=CC=CC=C1)NC(CC1=CC=C(C=N1)C1=CC=C(OCC2=C(C=C(C(=O)NO)C=C2)F)C=C1)=O